benzyl 4-(2-(4-(((tert-butoxycarbonyl)amino)methyl)-3-methylphenyl)-3-cyano-9,10-dihydro-4H-benzo[d]pyrazolo[1,5-a][1,3]diazepin-7-yl)piperazine-1-carboxylate C(C)(C)(C)OC(=O)NCC1=C(C=C(C=C1)C1=NN2C(NC3=C(CC2)C=C(C=C3)N3CCN(CC3)C(=O)OCC3=CC=CC=C3)=C1C#N)C